(E)-N'-(pyridine-2-ylmethylene)azetidine-1-carbothiohydrazide N1=C(C=CC=C1)\C=N\NC(=S)N1CCC1